N[C@@H](CCCC=O)C(=O)O anti-allysine